BrC(CC(OCC)OCC)(F)F 1-bromo-3,3-diethoxy-1,1-difluoropropane